N-[4-[4-(4-MORPHOLINYL)-7H-PYRROLO[2,3-D]PYRIMIDIN-6-YL]PHENYL]-4-[[3(R)-[(1-OXO-2-PROPEN-1-YL)AMINO]-1-PIPERIDINYL]METHYL]-2-PYRIDINECARBOXAMIDE N1(CCOCC1)C=1C2=C(N=CN1)NC(=C2)C2=CC=C(C=C2)NC(=O)C2=NC=CC(=C2)CN2C[C@@H](CCC2)NC(C=C)=O